resveratrol monoglycolate C(CO)(=O)O.C1(=CC(O)=CC(O)=C1)C=CC1=CC=C(O)C=C1